C(C)C1(OC2=CC=C(C=C2C(C1)=O)C1=NC(=NO1)C1=CC=C(C=C1)NS(=O)(=O)C)CC N-(4-(5-(2,2-diethyl-4-oxochroman-6-yl)-1,2,4-oxadiazol-3-yl)phenyl)methanesulfonamide